ClC=1C=C(C2=C(N(CN(S2(=O)=O)[C@@H]([C@H](C)C2=C(C(=CC=C2F)C)C)C2=NNC(O2)=O)C)C1)CO 5-((1S,2R)-1-(6-chloro-8-(hydroxymethyl)-4-methyl-1,1-dioxido-3,4-dihydro-2H-benzo[e][1,2,4]thiadiazin-2-yl)-2-(6-fluoro-2,3-dimethylphenyl)propyl)-1,3,4-oxadiazol-2(3H)-one